OC1CC(C1)N1C=C(C=2C1=NC=CC2)C2=NC=1N(C(=C2)NC)N=CC1C(=O)N 5-(1-((1s,3R)-3-hydroxycyclobutyl)-1H-pyrrolo[2,3-b]pyridin-3-yl)-7-(methylamino)pyrazolo[1,5-a]pyrimidine-3-carboxamide